ClC1=C(C=CC(=C1)F)C1=C(C2=C(CCC1)C=CC(=C2)O)C2=CC=C(C=C2)O[C@@H]2CN(CC2)CCCF 6-(2-chloro-4-fluoro-phenyl)-5-[4-[(3S)-1-(3-fluoropropyl)pyrrolidin-3-yl]oxyphenyl]-8,9-dihydro-7H-benzo[7]annulen-3-ol